butyl-2-oxo-heptanoate C(CCC)OC(C(CCCCC)=O)=O